3,4,4-trifluorobut-3-en-1-amine hydrochloride Cl.FC(CCN)=C(F)F